[N+](=O)([O-])C=1C(=C2C(=NC1)N(C=C2)S(=O)(=O)C2=CC=CC=C2)NC=2C=NN(C2)CCC#N 3-(4-((5-nitro-1-(benzenesulfonyl)-1H-pyrrolo[2,3-b]pyridin-4-yl)amino)-1H-pyrazole-1-yl)propionitrile